C(=CC)OCC(CNCCC[Si](CC)(CC)CC)O N-(3-propenoxy-2-hydroxypropyl)-3-aminopropyltriethyl-silane